2-Fluoro-5-[(3-oxo-1(3H)-isobenzofuranylidene)methyl]benzonitrile FC1=C(C#N)C=C(C=C1)C=C1OC(C2=CC=CC=C12)=O